2-Amino-2-ethyl-1,3-propanediol ammonium [NH4+].NC(CO)(CO)CC